2,3-dibromo-maleic acid diisobutyl ester C(C(C)C)OC(\C(=C(/C(=O)OCC(C)C)\Br)\Br)=O